(S)-6-(4-Ethyl-3-(hydroxymethyl)-5-oxo-4,5-dihydro-1H-1,2,4-triazol-1-yl)-5-fluoro-N-(3-(methoxymethyl)-1-methyl-1H-pyrazol-4-yl)-2-((1,1,1-trifluoropropan-2-yl)oxy)nicotinamide C(C)N1C(=NN(C1=O)C1=NC(=C(C(=O)NC=2C(=NN(C2)C)COC)C=C1F)O[C@H](C(F)(F)F)C)CO